N-((1S,3S)-3-(4-(hydroxymethyl)oxazol-2-yl)-3-(((cis-4-(4-hydroxypyrimidin-2-yl)cyclohexyl)oxy)methyl)cyclopentyl)methanesulfonamide OCC=1N=C(OC1)[C@@]1(C[C@H](CC1)NS(=O)(=O)C)CO[C@@H]1CC[C@@H](CC1)C1=NC=CC(=N1)O